4-[4,5-bis(4-chlorophenyl)-2-(4-methoxy-2-propan-2-yloxyphenyl)-4,5-dihydroimidazole-1-carbonyl]piperazin-2-one ClC1=CC=C(C=C1)C1N=C(N(C1C1=CC=C(C=C1)Cl)C(=O)N1CC(NCC1)=O)C1=C(C=C(C=C1)OC)OC(C)C